4-methyl-2-(2H-[1,2,3]triazol-2-yl)-benzoic acid CC1=CC(=C(C(=O)O)C=C1)N1N=CC=N1